1-[[5-(4-bromo-2,6-dichloro-phenoxy)-2-methoxy-phenyl]sulfonyl-amino]-N-methyl-cyclopropanecarboxamide BrC1=CC(=C(OC=2C=CC(=C(C2)S(=O)(=O)NC2(CC2)C(=O)NC)OC)C(=C1)Cl)Cl